FC(CCCCN1C[C@@H]([C@H]([C@@H]([C@H](C1)O)O)O)O)COCC1=CC=C(C=C1)F (3S,4R,5R,6S)-1-{5-fluoro-6-[(4-fluorobenzyl)oxy]hexyl}-3,4,5,6-azepanetetrol